COC1=CC2=C(N=C(O2)NC2=NC3=C(N2C)C=CC(=C3)C(=O)OCC)C=C1 ethyl 2-((6-methoxybenzo[d]oxazol-2-yl) amino)-1-methyl-1H-benzo[d]imidazole-5-carboxylate